3-((6-(3-(difluoromethyl)-1H-pyrazol-4-yl)-1-oxo-2,7-naphthyridin-2(1H)-yl)methyl)-5-fluoro-N-((1-methylpiperidin-4-yl)methyl)benzamide FC(C1=NNC=C1C=1C=C2C=CN(C(C2=CN1)=O)CC=1C=C(C(=O)NCC2CCN(CC2)C)C=C(C1)F)F